C(C1=CC=CC=C1)[C@@H](N(S(=O)(=O)C1N(CC1)C)C)C(=O)O benzyl-(R)-N-methyl-N-((1-methylazetidin-2-yl)sulfonyl)glycine